(R)-N-(amino(2-(2-hydroxypropan-2-yl)thiazol-5-yl)(oxo)-λ6-sulfaneylidene)-2-(4-((cyclopentyloxy)methyl)-2,6-diisopropylphenyl)acetamide N[S@](=NC(CC1=C(C=C(C=C1C(C)C)COC1CCCC1)C(C)C)=O)(=O)C1=CN=C(S1)C(C)(C)O